tert-butyl 4-[1-[3-[2-[6-methyl-7-oxo-1-(p-tolylsulfonyl)pyrrolo[2,3-c]pyridin-4-yl]phenoxy]phenyl] azetidin-3-yl]piperazine-1-carboxylate CN1C(C2=C(C(=C1)C1=C(OC=3C=C(C=CC3)N3CC(C3)N3CCN(CC3)C(=O)OC(C)(C)C)C=CC=C1)C=CN2S(=O)(=O)C2=CC=C(C=C2)C)=O